C(C)(C)(C)OC(=O)N1CCC(CC1)(C1=NC=CC=C1)N 4-Amino-4-(pyridin-2-yl)piperidine-1-carboxylic acid tert-butyl ester